ClCC1=C(C=CC=C1)C(C(=O)Cl)=NOC 2-[2-(chloromethyl)phenyl]-methoxyiminoacetyl chloride